N-[6-(2-fluorophenyl)-2H,3H,4H-pyrido[3,2-b][1,4]oxazin-8-yl]pyridin-4-amine FC1=C(C=CC=C1)C=1C=C(C=2OCCNC2N1)NC1=CC=NC=C1